BrC1=C(C=C2C(=NC(=NC2=C1F)OCC12CCCN2C\C(\C1)=C/F)N1C[C@@](CCC1)(O)C)Cl (3R)-1-(7-bromo-6-chloro-8-fluoro-2-(((Z)-2-(fluoromethylene)tetrahydro-1H-pyrrolizin-7a(5H)-yl)methoxy)quinazolin-4-yl)-3-methylpiperidin-3-ol